2-t-butoxy-2-carbonyl-ethyl-zinc bromide [Br-].C(C)(C)(C)OC(C[Zn+])=C=O